PENTAACETYL-GALACTOSAMINE C(C)(=O)[C@]1([C@](C(O)(O[C@@H]([C@@H]1O)CO)C(C)=O)(N(C(C)=O)C(C)=O)C(C)=O)O